1-[2-(4-methylpyrazol-1-yl)pyrimidin-4-yl]piperidine-4-carboxylic acid CC=1C=NN(C1)C1=NC=CC(=N1)N1CCC(CC1)C(=O)O